COC1=CC2=CC=C(C=C2C=C1)C12CN(CC2C1)C 1-(2-methoxynaphthalen-6-yl)-3-methyl-3-aza-bicyclo[3.1.0]hexane